Tert-Butanoate C(C(=O)[O-])(C)C